BrC=1C=C[C@@H]2C3C1N(CC(C[C@@]3(C(=O)OC)C3=CC=C(C=C3)F)=C)O2 methyl (1R,5S,6R)-9-bromo-5-(4-fluorophenyl)-3-methylene-3,4,5,6-tetrahydro-2H-1,6-epoxybenzo[b]azepin-5-carboxylate